3-Bromo-2-trifluoromethylpyridin-5-yl 3-[4-(2-aminothiazol-4-yl)-1H-1,2,3-triazol-1-yl]-3-deoxy-1-thio-α-D-galactopyranoside NC=1SC=C(N1)C=1N=NN(C1)[C@@H]1[C@H]([C@@H](SC=2C=C(C(=NC2)C(F)(F)F)Br)O[C@@H]([C@@H]1O)CO)O